BrC=1C2=C(C(NC1)=O)N(C(=C2)[C@H](C(F)(F)F)N[S@](=O)C(C)(C)C)COCC[Si](C)(C)C (R)-N-[(1R)-1-[4-bromo-7-oxo-1-(2-trimethylsilylethoxymethyl)-6H-pyrrolo[2,3-c]pyridin-2-yl]-2,2,2-trifluoroethyl]-2-methylpropane-2-sulfinamide